C(CCCCCC)C(C(=O)OC(CCCCCC(OC(NCCCN(C)C)=O)CCCCCCOC(C(CCCCCCCCC)CCCCCCC)=O)CCCN(C)C)CCCCCCCCC [3-(dimethylamino) propyl]-9-{6-[(2-heptyl-1-oxoundecyl) oxy] hexyl}-2-methyl-7-oxo-2,6-diaza-8-oxapentadecan-15-yl 2-heptylundecanoate